FC(CCCC)(F)[C@]1(CC[C@H]2[C@H](O1)CC([C@@H]2CCCCCCC(=O)OCC2=CC=C(C=C2)OC)=O)O 4-Methoxybenzyl 7-[(2R,4aR,5R,7aR)-2-(1,1-difluoropentyl)-octahydro-2-hydroxy-6-oxo-cyclopenta[b]pyran-5-yl]heptanoate